7-(2-((tert-butyldiphenylsilyl)oxy)-6-fluoroPhenyl)-6-chloro-N-phenyl-4-(piperazin-1-yl)phthalazin-1-amine [Si](C1=CC=CC=C1)(C1=CC=CC=C1)(C(C)(C)C)OC1=C(C(=CC=C1)F)C1=C(C=C2C(=NN=C(C2=C1)NC1=CC=CC=C1)N1CCNCC1)Cl